C(C)N(CCC=O)C1CCNCC1 3-[ETHYL(PIPERIDIN-4-YL)AMINO]PROPANAL